[Na].S(N)(ON1CC2CCCCC2CC1)(=O)=O decahydroisoquinolin-2-yl sulfamate sodium salt